diisocyanatocyclohexane N(=C=O)C1(CCCCC1)N=C=O